1-ethyl-3-fluoro-N-(6-(1-methyl-1H-pyrazol-4-yl)isoquinolin-3-yl)azetidine-3-carboxamide C(C)N1CC(C1)(C(=O)NC=1N=CC2=CC=C(C=C2C1)C=1C=NN(C1)C)F